(-)-p-menthane-diol C1(C(CC(CC1)C(C)C)O)(C)O